ClC=1C(=C(C=CC1)NC=1C2=C(N=CN1)C=CC(=N2)N2CC1(CCN1C(C=C)=O)CC2)F 1-(6-(4-((3-Chloro-2-fluorophenyl)amino)pyrido[3,2-d]pyrimidin-6-yl)-1,6-diazaspiro[3.4]octan-1-yl)prop-2-en-1-one